F[C@@H]1[C@H](CNC1)NC1=NC(=CC=C1)C1=CN=C2N1C=CC(=C2)OC(C)C N-((3S,4S)-4-fluoropyrrolidin-3-yl)-6-(7-isopropoxyimidazo[1,2-a]pyridin-3-yl)pyridin-2-amine